1-(1-(3-(pyrrolidin-1-yl)-5-(trifluoromethyl)benzyl)-1,8-diazaspiro[4.5]decane-8-carbonyl)-1H-pyrazole-3-carboxylic acid N1(CCCC1)C=1C=C(CN2CCCC23CCN(CC3)C(=O)N3N=C(C=C3)C(=O)O)C=C(C1)C(F)(F)F